8-Chloro-1-[trans-4-(pyridin-2-yloxy)cyclohexyl]-N-(tetrahydro-2H-pyran-4-yl)-5,6-dihydro-4H-[1,2,4]triazolo[4,3-a][1]benzazepin-5-amin ClC=1C=CC2=C(CC(CC=3N2C(=NN3)[C@@H]3CC[C@H](CC3)OC3=NC=CC=C3)NC3CCOCC3)C1